C(C)(C)(C)C=1C=C(OCC(C)=O)C=CC1O 1-(3-(tert-butyl)-4-hydroxyphenoxy)propan-2-one